3-(2-((tert-butyldiphenylsilyl)oxy)ethyl)-2-(1-(cyclopropylmethyl)-7-((5-oxopyrrolidin-3-yl)methoxy)-1H-indol-2-yl)-4-methoxybenzofuran-6-carboxylic acid ethyl ester C(C)OC(=O)C1=CC2=C(C(=C(O2)C=2N(C3=C(C=CC=C3C2)OCC2CNC(C2)=O)CC2CC2)CCO[Si](C2=CC=CC=C2)(C2=CC=CC=C2)C(C)(C)C)C(=C1)OC